(2R,3S,4S)-4-hydroxy-2-[(4-methoxy phenyl)methyl]pyrrolidin-3-yl 2-[4-(2-methylpropyl)phenyl]acetate CC(CC1=CC=C(C=C1)CC(=O)O[C@H]1[C@H](NC[C@@H]1O)CC1=CC=C(C=C1)OC)C